(S)-3-(1-Methyl-6-oxo-1,6-dihydropyridin-3-yl)-3-(3-(3-(5,6,7,8-tetrahydro-1,8-naphthyridin-2-yl)propyl)-1H-pyrazol-1-yl)propanoic acid ditrifluoroacetic acid salt FC(C(=O)O)(F)F.FC(C(=O)O)(F)F.CN1C=C(C=CC1=O)[C@H](CC(=O)O)N1N=C(C=C1)CCCC1=NC=2NCCCC2C=C1